CC=1C=NC(=NC1)C(C(=O)OCC)C ethyl 2-(5-methylpyrimidin-2-yl)propanoate